(3S,4R)-4-[6-[2-hydroxy-6-methyl-4-(trifluoromethyl)phenyl]pyrazolo[3,4-b]pyridin-2-yl]tetrahydropyran-3-ol OC1=C(C(=CC(=C1)C(F)(F)F)C)C=1C=CC=2C(N1)=NN(C2)[C@H]2[C@@H](COCC2)O